OC[C@H](C1=CC(=CC=C1)I)N1C(C=C(C=C1)C=1C=C2C(=NNC2=CC1)C1=CC(=NC=C1)C)=O (S)-1-(2-hydroxy-1-(3-iodophenyl)ethyl)-4-(3-(2-methylpyridin-4-yl)-1H-indazol-5-yl)pyridin-2(1H)-one